N-(1-{(1R,3R,4R,7S)-7-(benzyloxy)-1-[(benzyloxy)methyl]-2-oxa-5-azabicyclo[2.2.1]Hept-3-yl}-2-oxo-1,2-dihydropyrimidin-4-yl)benzamide C(C1=CC=CC=C1)O[C@@H]1[C@]2(O[C@H]([C@@H]1NC2)N2C(N=C(C=C2)NC(C2=CC=CC=C2)=O)=O)COCC2=CC=CC=C2